2-Vinylnaphthalen C(=C)C1=CC2=CC=CC=C2C=C1